NC1=C(C(=O)OC)C=C(C=C1)CC(F)(F)F methyl 2-amino-5-(2,2,2-trifluoroethyl)benzoate